4-tert-butyl-N-[6-(2-hydroxyethoxy)-5-(2-methoxyphenoxy)-2-(2-pyrimidinyl)-4-pyrimidinyl]benzenesulfonamide monohydrate O.C(C)(C)(C)C1=CC=C(C=C1)S(=O)(=O)NC1=NC(=NC(=C1OC1=C(C=CC=C1)OC)OCCO)C1=NC=CC=N1